(Z)-3-(4-(1-(2-chlorophenyl)-1H-1,2,3-triazol-4-yl)benzylidene)indolin-2-one ClC1=C(C=CC=C1)N1N=NC(=C1)C1=CC=C(\C=C\2/C(NC3=CC=CC=C23)=O)C=C1